3-ethyl-2-(3-((5-fluoro-2-methoxy-4-(methylsulfonyl)phenyl)amino)prop-1-yn-1-yl)benzofuran C(C)C1=C(OC2=C1C=CC=C2)C#CCNC2=C(C=C(C(=C2)F)S(=O)(=O)C)OC